4-(((3R,4R)-1-(tert-Butoxycarbonyl)-4-fluoropyrrolidin-3-yl)amino)-2-chloropyrimidine-5-carboxylic acid C(C)(C)(C)OC(=O)N1C[C@H]([C@@H](C1)F)NC1=NC(=NC=C1C(=O)O)Cl